N1=C(C=CC2=CC=CN=C12)SC1CCC(CC1)=O 4-(naphthyridinylthio)cyclohexanone